4-(2,5-difluorophenyl)-6-(5,5-difluorotetrahydro-2H-pyran-2-yl)pyrimidin-5-amine FC1=C(C=C(C=C1)F)C1=NC=NC(=C1N)C1OCC(CC1)(F)F